dimethyl 3,5-dimethylpimelate CC(CC(=O)OC)CC(CC(=O)OC)C